SCCSC(CSCC(SCCS)S)S 1-(2-sulfanylethylsulfanyl)-2-[2-sulfanyl-2-(2-sulfanylethylsulfanyl)ethyl]sulfanyl-ethanethiol